bis[3-allyl-4-(3,4-dihydro-2H-1,3-benzoxazin-3-yl)phenyl]methane C(C=C)C=1C=C(C=CC1N1COC2=C(C1)C=CC=C2)CC2=CC(=C(C=C2)N2COC1=C(C2)C=CC=C1)CC=C